1-[4-{bis[(4-methoxyphenyl)methyl]amino}-2-(morpholin-4-yl)pyrazolo[1,5-a][1,3,5]triazin-8-yl]cyclobutan-1-ol COC1=CC=C(C=C1)CN(C1=NC(=NC=2N1N=CC2C2(CCC2)O)N2CCOCC2)CC2=CC=C(C=C2)OC